FC(OC1=C(C=CC=C1)S(=O)(=O)N1C=CC2=C1N=C(N=C2)N)(F)F 7-(2-trifluoromethoxybenzenesulfonyl)-2-amino-7H-pyrrolo[2,3-d]pyrimidine